3-((2,4,5-Trifluorophenoxy)methyl)cyclobutanol methyl-((S)-2-((6-cyanopyridin-3-yl)oxy)-3-(octadecyloxy)propyl)hydrogenphosphate CC([C@H](COP(=O)([O-])OC1CC(C1)COC1=C(C=C(C(=C1)F)F)F)OC=1C=NC(=CC1)C#N)OCCCCCCCCCCCCCCCCCC